FC1=C(C=CC(=C1)OCCC)B(O)O 2-FLUORO-4-PROPOXYPHENYLBORONIC ACID